((cyclopropylmethyl)(methyl)amino)pyrrolidine-1-carboxylate C1(CC1)CN(C)C1N(CCC1)C(=O)[O-]